3-(ethanesulfonyl)benzene C(C)S(=O)(=O)C=1C=CC=CC1